chloromethylmonobutyltin ClC[Sn]CCCC